Cl.ClC=1C=C(CNC2CC3=C(C=C(C(=C3CC2)OC)C)OC)C=C(C1)C N-(3-chloro-5-methylbenzyl)-5,8-dimethoxy-6-methyl-1,2,3,4-tetrahydro-naphthalen-2-amine hydrochloride